C(C1=CC=CC=C1)OC1=CC=CC(=N1)[C@]1(OC2=C([C@H]1C)C(=C(C(=C2)F)Cl)Br)CO |o1:14,18| ((2S*,3R*)-2-(6-(benzyloxy)pyridin-2-yl)-4-bromo-5-chloro-6-fluoro-3-methyl-2,3-dihydrobenzofuran-2-yl)methanol